5-methylsulfonyl-4-oxo-1-[4-(trifluoromethoxy)phenyl]cinnoline-3-carboxylic acid undecyl ester C(CCCCCCCCCC)OC(=O)C1=NN(C2=CC=CC(=C2C1=O)S(=O)(=O)C)C1=CC=C(C=C1)OC(F)(F)F